N1(CCCCC1)C1CCN(CC1)CC1=CC=C(C=C1)NC(C1=CC=C(C=C1)NC1=NC2=NC=CC=C2C=C1C1=CC=CC=C1)=O N-(4-([1,4'-bipiperidin]-1'-ylmethyl)phenyl)-4-((3-phenyl-1,8-naphthyridin-2-yl)amino)benzamide